(2-bromophenyl)carbamic acid tert-butyl ester C(C)(C)(C)OC(NC1=C(C=CC=C1)Br)=O